(1R)-1-[3-(1,1-difluoro-2-methoxy-2-methylpropyl)-2-fluorophenyl]ethan-1-amine FC(C(C)(C)OC)(F)C=1C(=C(C=CC1)[C@@H](C)N)F